6-chloro-N-(2-fluoro-4-((7-fluoro-1-methyl-1H-benzo[d]imidazol-5-yl)oxy)-6-methoxy-3-methylphenyl)pyrido[3,2-d]pyrimidin-4-amine ClC=1C=CC=2N=CN=C(C2N1)NC1=C(C(=C(C=C1OC)OC1=CC2=C(N(C=N2)C)C(=C1)F)C)F